2-Amino-4-[1-(3,8-diazabicyclo[3.2.1]octan-8-yl)-3-[3-(dimethylamino)azetidin-1-yl]-5-fluoro-7,9-dihydrofuro[3,4-f]quinazolin-6-yl]-5-fluoro-benzothiophene-3-carbonitrile NC=1SC2=C(C1C#N)C(=C(C=C2)F)C=2C1=C(C=3C(=NC(=NC3C2F)N2CC(C2)N(C)C)N2C3CNCC2CC3)COC1